5-(3-acrylamido-5-(((4-Ethyl-6-methyl-2-oxo-1,2-dihydropyridin-3-yl)methyl)carbamoyl)-4-methylphenyl)pyridineAl C(C=C)(=O)NC=1C=C(C=C(C1C)C(NCC=1C(NC(=CC1CC)C)=O)=O)C=1C=CC(=NC1)C=O